C[S+](CC[C@@H](NC(CCCCCCCCCCCCC)=O)C(=O)O)C S-methyl-N-tetradecanoyl-D-methionine